4-acetoxyphenyl-dimethyl-sulfonium trifluoromethanesulfonate FC(S(=O)(=O)[O-])(F)F.C(C)(=O)OC1=CC=C(C=C1)[S+](C)C